C(C=C)(=O)N1CC(N(C(C1)(C)C)S(=O)C)C1=CC(=NC(=C1)Cl)C1=CC=NCN1C 6-(4-(4-acryloyl-6,6-dimethyl-1-(methylsulfinyl)piperazin-2-yl)-6-chloropyridin-2-yl)-N-methylpyrimidine